C(#N)C=1C=C2C(=CC=NC2=CC1)NCCC=1C=C2C=CC(=CC2=CC1)C(=O)N1CCN(CC1)CCCNC(OC(C)(C)C)=O tert-butyl N-[3-[4-[6-[2-[(6-cyano-4-quinolyl)amino]ethyl]naphthalene-2-carbonyl]piperazin-1-yl]propyl]carbamate